(2s,5r)-2-((8-bromo-2,2-dimethyl-2H-chromen-5-yl)methyl)-5-isopropyl-3,6-dimethoxy-2,5-dihydropyrazine BrC=1C=CC(=C2C=CC(OC12)(C)C)C[C@@H]1N=C([C@H](N=C1OC)C(C)C)OC